N-(2,2-dicyclopropyl-1-(5-(2-methoxy-1-(2-oxo-4-(trifluoromethyl)imidazolidin-1-yl)ethyl)benzo[d]oxazol-2-yl)ethyl)-1-methyl-1H-pyrazole-5-carboxamide C1(CC1)C(C(C=1OC2=C(N1)C=C(C=C2)C(COC)N2C(NC(C2)C(F)(F)F)=O)NC(=O)C2=CC=NN2C)C2CC2